2-chloro-N-(3-((4-((1-cyclohexylpiperidin-4-yl)amino)-6,7-dimethoxyquinazolin-2-yl)amino)propyl)-N-methylacetamide ClCC(=O)N(C)CCCNC1=NC2=CC(=C(C=C2C(=N1)NC1CCN(CC1)C1CCCCC1)OC)OC